C(C)(C)(C)OC(=O)N1[C@@H](CN(CC1)C=1SC=C(N1)C(=O)OCC)C ethyl (R)-2-(4-(tert-butoxycarbonyl)-3-methylpiperazin-1-yl)thiazole-4-carboxylate